azetidin-1-yl(5-(4-(benzo[d]thiazol-5-ylamino)quinolin-6-yl)pyridin-2-yl)methanone N1(CCC1)C(=O)C1=NC=C(C=C1)C=1C=C2C(=CC=NC2=CC1)NC=1C=CC2=C(N=CS2)C1